(8-bromoquinolin-3-yl)(4,4-difluoropiperidin-1-yl)methanone methyl-2'-fluoro-3'-methoxy-[1,1'-biphenyl]-3-carboxylate COC(=O)C=1C=C(C=CC1)C1=C(C(=CC=C1)OC)F.BrC=1C=CC=C2C=C(C=NC12)C(=O)N1CCC(CC1)(F)F